O1COC2=C1C=CC(=C2)CCC(C)=O 4-(1,3-Benzodioxol-5-yl)-2-butanone